C1=C(C=CC=2C3=CC=CC=C3C12)C(=O)NCC(=O)N1CC2(OCCO2)C[C@H]1C(=O)N[C@H](C)C=1SC=C(C1)C(N)=N (S)-7-((biphenylene-2-carbonyl)glycyl)-N-((R)-1-(4-carbamimidoylthiophen-2-yl)ethyl)-1,4-dioxa-7-azaspiro[4.4]nonane-8-carboxamide